heptyl 3-ethyl-14-hexyl-7-(3-hydroxypropyl)-12-oxo-11,13-dioxa-3,7-diazanonadecane-19-oate C(C)N(CC)CCCN(CCCOC(OC(CCCCC(=O)OCCCCCCC)CCCCCC)=O)CCCO